butyl 3-(5-(hydroxymethyl)-2-(methoxymethyl)benzofuran-7-yl)benzylcarbamate OCC=1C=C(C2=C(C=C(O2)COC)C1)C=1C=C(CNC(OCCCC)=O)C=CC1